1-(3,5-difluoro-4-((3-iodo-1-((2-(Trimethylsilyl)ethoxy)methyl)-1H-pyrrolo[2,3-b]pyridin-4-yl)oxy)phenyl)-3-(3-hydroxy-2,2-dimethylpropyl)thiourea FC=1C=C(C=C(C1OC1=C2C(=NC=C1)N(C=C2I)COCC[Si](C)(C)C)F)NC(=S)NCC(CO)(C)C